NC1=C2C(=NC=N1)N(N=C2N2C(=CC1=CC=CC=C21)C(=O)NCC)C(C)(C)C (4-amino-1-(tert-butyl)-1H-pyrazolo[3,4-d]pyrimidin-3-yl)-N-ethyl-1H-indole-2-carboxamide